BrC1=CC=C(C=C1)C=1C=CC=2C(C3=CC=C(C=C3C2C1)C1=CC=C(C=C1)Br)=O 3,6-bis(p-bromophenyl)-9-fluorenone